C(C)(C)N1N=C(C=C1C1[C@H]2CC(C[C@@H]12)N1C[C@@]2(CCS(C2)(=O)=O)CC1)C=1C=NC=C(C1)C(F)(F)F (S)-7-((1R,3s,5S,6S)-6-(1-isopropyl-3-(5-(trifluoromethyl)pyridin-3-yl)-1H-pyrazol-5-yl)bicyclo[3.1.0]hexan-3-yl)-2-thia-7-azaspiro[4.4]nonane 2,2-dioxide